COC(C1=C(N=CC=C1)N1N=C2CCC(CC2=C1O)N(C)CC1=CC=CC=C1)=O 2-(5-(benzyl-(methyl)amino)-3-hydroxy-4,5,6,7-tetrahydro-2H-indazol-2-yl)nicotinic acid methyl ester